CC(C(=O)C1=CC=C(C=C1)SC)(C)N1CCOCC1 2-methyl-2-morpholinyl-1-(4-methylsulfanyl-phenyl)propan-1-one